COC1=NC(=CC=C1[N+](=O)[O-])SC 2-methoxy-6-(methylthio)-3-nitropyridine